OC(=O)C(F)(F)F.C1(CCCC1)CN(CCN1C2CC(CC1CC2)C=2C=C(C(=O)N)C=CC2)C([C@@H](CO)O)=O 3-endo-(8-{2-[cyclopentylmethyl-((R)-2,3-dihydroxypropionyl)-amino]ethyl}-8-azabicyclo[3.2.1]oct-3-yl)-benzamide TFA salt